FC1=C(C2=C(C(=N1)OC)N=C(S2)NC(=O)N2CC1(CC2)CCOCC1)C1CCOCC1 N-(6-fluoro-4-methoxy-7-tetrahydropyran-4-yl-thiazolo[4,5-c]pyridin-2-yl)-8-oxa-2-azaspiro[4.5]decane-2-carboxamide